N[C@@H]1CC[C@H](CC1)N(C(CC1=CC=C(C=C1)OCC(C)C)=O)C N-(4-amino-trans-cyclohexyl)-2-(4-isobutoxyphenyl)-N-methylacetamide